6-((S)-2-ethyl-pyrrolidine-1-carbonyl)-3,4-dihydro-1H-pyrrolo[2,1-c][1,4]oxazine-8-carboxylic acid ((R)-1-phenyl-propyl)-amide C1(=CC=CC=C1)[C@@H](CC)NC(=O)C=1C=C(N2C1COCC2)C(=O)N2[C@H](CCC2)CC